C(C)N1C=C(C=2N=C(NC(C21)=O)C=2C=C(C=CC2OCCC)S(=O)(=O)N2CCNCC2)CCC 4-[3-(5-ethyl-4-oxo-7-propyl-4,5-dihydro-3H-pyrrolo[3,2-d]pyrimidin-2-yl)-4-propoxybenzene-1-sulfonyl]piperazin